copper-iron-manganese oxide [O-2].[Mn+2].[Fe+2].[Cu+2].[O-2].[O-2]